BrC=1C2=C(C(=NC1)Cl)C(N(C2(O)C2=C(C=CC(=C2)F)Cl)CC2=C(C=C(C=C2)OC)OC)=O 7-Bromo-4-chloro-1-(2-chloro-5-fluorophenyl)-2-(2,4-dimethoxybenzyl)-1-hydroxy-1,2-dihydro-3H-pyrrolo[3,4-c]pyridin-3-one